2-amino-α-methyl-benzenemethanol NC1=C(C=CC=C1)C(O)C